N-(4-benzylcyclohexyl)-1H-indol-2-carboxamide C(C1=CC=CC=C1)C1CCC(CC1)NC(=O)C=1NC2=CC=CC=C2C1